8-((3,8-Diazabicyclo[3.2.1]octan-3-yl)methyl)-4-chloro-5-(2,2,2-trifluoroethyl)-5H-pyrido[4',3':4,5]pyrrolo[3,2-d]pyrimidine C12CN(CC(CC1)N2)CC2=CC1=C(N(C3=C1N=CN=C3Cl)CC(F)(F)F)C=N2